(S)-quinuclidin-3-yl (6-(3-(2-methoxyethoxy)phenyl)-2,2-dimethyl-2,3-dihydrobenzofuran-3-yl)carbamat COCCOC=1C=C(C=CC1)C1=CC2=C(C(C(O2)(C)C)NC(O[C@@H]2CN3CCC2CC3)=O)C=C1